NC1=C(C(=NN1C1CCOCC1)C1=C(C(=C(C=C1)CNC(C1=C(C=CC=C1)OC)=O)F)F)C(=O)N 5-Amino-3-[2,3-difluoro-4-[[(2-methoxybenzoyl)amino]methyl]phenyl]-1-tetrahydropyran-4-yl-pyrazole-4-carboxamide